2-chloro-9,10-dihydro-anthracene ClC1=CC=2CC3=CC=CC=C3CC2C=C1